5-((2-(2,6-dioxopiperidin-3-yl)-1,3-dioxoisoindolin-5-yl)amino)-5-oxopentanoic acid O=C1NC(CCC1N1C(C2=CC=C(C=C2C1=O)NC(CCCC(=O)O)=O)=O)=O